Lithium (E)-7-[4-amino-1-[(1R,3R)-3-aminocyclohexyl]-3-[4-[[4-(trifluoromethyl)-2-pyridyl]carbamoyl]phenyl]pyrazolo[4,3-c]pyridin-7-yl]hept-6-enoate NC1=NC=C(C2=C1C(=NN2[C@H]2C[C@@H](CCC2)N)C2=CC=C(C=C2)C(NC2=NC=CC(=C2)C(F)(F)F)=O)/C=C/CCCCC(=O)[O-].[Li+]